7-amino-3-cyclopropyl-6-(3-hydroxy-2,6-dimethylphenyl)-5-oxo-5,6-dihydro-1,6-naphthyridine-8-carboxamide NC=1N(C(C=2C=C(C=NC2C1C(=O)N)C1CC1)=O)C1=C(C(=CC=C1C)O)C